CC1=C(C(=CC=C1)C)C1=NC(=NC(=C1)OC1=C(C(=NC=C1)N1CCN(CC1)C)F)NS(=O)(=O)C=1C=NN(C1)C N-[4-(2,6-Dimethylphenyl)-6-[[3-fluoro-2-(4-methylpiperazin-1-yl)-4-pyridyl]oxy]pyrimidin-2-yl]-1-methyl-pyrazole-4-sulfonamide